4-((3-hydroxypropyl)(methyl)amino)butan-1-ol OCCCN(CCCCO)C